ClC=1C=C(C(=NC1)OC)C1=CC=C2NC(C=3N(C2=C1C(F)(F)F)C(=NN3)C)(C)C 8-(5-Chloro-2-methoxy-pyridin-3-yl)-1,4,4-trimethyl-9-(trifluoromethyl)-5H-[1,2,4]triazolo[4,3-a]quinoxaline